Perfluorohept-3-en FC(C(C(=C(C(C(C(F)(F)F)(F)F)(F)F)F)F)(F)F)(F)F